C(=CC)N1CCC(CC1)C1=C2N(N=C1)C(=C(N2)C2=CC=C(C=C2)OC2=CC=C(C=C2)Cl)C(=O)N 7-(1-propenylpiperidin-4-yl)-2-(4-(4-chlorophenoxy)phenyl)-1H-imidazo[1,2-b]pyrazole-3-carboxamide